C(CCCCCCCCCCCCCCCCCCCCCCCCCCCCC)(=O)OCCCCCCCC\C=C/C[C@H](O)CCCCCC ricinoleyl melissate